tert-Butyl 3-methoxy-4-(3-methyl-3,8-diazabicyclo[3.2.1]octan-8-yl)pyrrolidine-1-carboxylate COC1CN(CC1N1C2CN(CC1CC2)C)C(=O)OC(C)(C)C